N-(3,5-difluorobenzyl)-3-((6-(1,4-dimethyl-1H-pyrazol-5-yl)-2-fluoropyridin-3-yl)oxy)-N-hydroxycyclobutane-1-carboxamide FC=1C=C(CN(C(=O)C2CC(C2)OC=2C(=NC(=CC2)C2=C(C=NN2C)C)F)O)C=C(C1)F